(2R,3R)-6-((tert-butoxycarbonyl) oxy)-2-((R)-2,2-dimethyl-1,3-dioxolan-4-yl)-3,6-dihydro-2H-pyran-3-yl acetate C(C)(=O)O[C@H]1[C@@H](OC(C=C1)OC(=O)OC(C)(C)C)[C@@H]1OC(OC1)(C)C